C(C1=CC=CC=C1)N1C(C(=CC(=C1)C(=O)NCC[C@@H]1CC[C@H](CC1)O)C(=O)NC)=O 1-benzyl-N5-(2-((trans)-4-hydroxycyclohexyl)ethyl)-N3-methyl-2-oxo-1,2-dihydropyridine-3,5-dicarboxamide